Ethyl 1-[(4-{6,6-difluoro-3-azabicyclo[3.1.0]hex-3-yl}-2-fluorophenyl) methyl]-1H-pyrazole-4-carboxylate FC1(C2CN(CC12)C1=CC(=C(C=C1)CN1N=CC(=C1)C(=O)OCC)F)F